(3S,5R)-3-hydroxy-5-methylpiperidin O[C@@H]1CNC[C@@H](C1)C